FC1=CC=C2C=C(N=C(C2=C1)OC)C1CC(CC1)N1CCN(CC1)C=1C=CC(=NC1)C(=O)NC 5-(4-(3-(7-fluoro-1-methoxyisoquinolin-3-yl)cyclopentyl)piperazin-1-yl)-N-methylpicolinamide